(4-bromo-2,6-dimethyl-phenyl)-ethyl-imino-oxo-λ6-sulfane BrC1=CC(=C(C(=C1)C)S(=O)(=N)CC)C